4-Di-methylaminopyridin CN(C1=CC=NC=C1)C